C(C)(C)(C)C1=CC=C(C=C1)NC(=O)C=1N(C2=CC=C(C=C2C1)NC(C1=C(C=CC(=C1)CNC(C(C)C)=O)Cl)=O)COC N-(4-(tert-butyl)phenyl)-5-(2-chloro-5-(isobutyrylaminomethyl)benzoylamino)-1-(methoxymethyl)-1H-indole-2-carboxamide